(S)-β-amino-4-(3,4-dichlorophenyl)butyric acid N[C@H](CC(=O)O)CC1=CC(=C(C=C1)Cl)Cl